5,5-dimethyl-4,6-dihydrobenzothiophen-7-one CC1(CC(C2=C(C=CS2)C1)=O)C